Methyl 5-chloro-4-(3-(((4-methoxybenzyl)oxy)methyl)-1,5-dimethyl-1H-pyrazol-4-yl)-3-methyl-1H-indole-2-carboxylate ClC=1C(=C2C(=C(NC2=CC1)C(=O)OC)C)C=1C(=NN(C1C)C)COCC1=CC=C(C=C1)OC